C=CC(CC)O 1-pentene-3-ol